FC1=C(C(=CC=C1)F)C=1C=C2C(=CN1)NN=C2C2=CC=C(C=C2)N2CCN(CC2)C 5-(2,6-difluorophenyl)-3-(4-(4-methylpiperazin-1-yl)phenyl)-1H-pyrazolo[3,4-c]pyridine